BrC=1C=CC=2C3=C(C4=CC=CC=C4C2C1)C(C(C3(F)F)(F)F)(F)F 6-Bromo-1,1,2,2,3,3-hexa-fluoro-1H,2H,3H-cyclopenta[l]phenanthren